cis-racemic-benzyl 5-((2-chloro-7-tosyl-7H-pyrrolo[2,3-d]pyrimidin-4-yl)amino)-2-(hydroxymethyl)piperidine-1-carboxylate ClC=1N=C(C2=C(N1)N(C=C2)S(=O)(=O)C2=CC=C(C)C=C2)N[C@@H]2CC[C@@H](N(C2)C(=O)OCC2=CC=CC=C2)CO |r|